1-Propyl-8-[1-(3-trifluoromethyl-benzyl)-1H-pyrazol-4-yl]-2-(3-trifluoromethyl-phenyl)-1,7-dihydro-purin-6-one C(CC)N1C(=NC=2N=C(NC2C1=O)C=1C=NN(C1)CC1=CC(=CC=C1)C(F)(F)F)C1=CC(=CC=C1)C(F)(F)F